((4-(tert-butoxycarbonyl)piperazine-1-yl)methyl)potassium trifluoroborate B(F)(F)F.C(C)(C)(C)OC(=O)N1CCN(CC1)C[K]